1-Methyl-2-(6-trifluoromethoxy-benzothiazol-2-ylamino)-1H-benzoimidazole-5-carboxylic acid (thiazol-2-ylmethyl)-amide S1C(=NC=C1)CNC(=O)C1=CC2=C(N(C(=N2)NC=2SC3=C(N2)C=CC(=C3)OC(F)(F)F)C)C=C1